CC1=CC=C(C=C1)S(=O)(=O)N1C2=CC=C(C=C2C=2C=C(C=CC12)I)I 9-p-toluenesulfonyl-3,6-diiodocarbazole